CN1CCN(CC1)C=1C=CC2=C(N(C=N2)COCC[Si](C)(C)C)C1 6-(4-methylpiperazin-1-yl)-1-[[2-(trimethylsilyl)ethoxy]methyl]-1,3-benzodiazole